ClC1=NC(=CC(=C1)C1(CC(C1)=C)C(=O)O)Cl 1-(2,6-dichloropyridin-4-yl)-3-methylenecyclobutanecarboxylic acid